CN(C)CC1=CC=C(C=C1)NC1=C(C(=C(C=C1)C1=CC(=CC=C1)OC)F)OC N-(4-((Dimethylamino)methyl)phenyl)-2-fluoro-3,3'-dimethoxy-[1,1'-biphenyl]-4-amin